rac-tert-Butyl 3-(4-(methoxycarbonyl)-2-methylphenyl)-4-oxopiperidine-1-carboxylate COC(=O)C1=CC(=C(C=C1)[C@@H]1CN(CCC1=O)C(=O)OC(C)(C)C)C |r|